(S)-1-[(S)-1-[6-({4-[2-amino-6-(m-cyanophenyl)-4-pyrimidinyl]-1H-1,2,3-triazol-1-yl}methyl)-2-pyridinyl]ethyl]-2-piperidinecarboxylic acid NC1=NC(=CC(=N1)C=1N=NN(C1)CC1=CC=CC(=N1)[C@H](C)N1[C@@H](CCCC1)C(=O)O)C1=CC(=CC=C1)C#N